(R)-N-(3-((tert-butyldimethylsilyl)oxy)-4-(4-(3-fluoro-2-methoxyphenyl)piperazin-1-yl)butyl)-2-methyl-2,6-dihydropyrrolo[3,4-c]pyrazole-5(4H)-carboxamide [Si](C)(C)(C(C)(C)C)O[C@H](CCNC(=O)N1CC2=NN(C=C2C1)C)CN1CCN(CC1)C1=C(C(=CC=C1)F)OC